OC=1C(=C(C(=CC1)C)NC(=O)C1=CN=C(S1)NC1=NC(=NC(=C1)N1CCN(CC1)CCO)C)C N-(3-hydroxy-2,6-dimethyl-phenyl)-2-[[6-[4-(2-hydroxyethyl)piperazin-1-yl]-2-methyl-pyrimidin-4-yl]amino]thiazole-5-carboxamide